thiazolinyl-dithiopropanesulfonic acid sodium salt [Na+].S1C(=NCC1)C(CC)S(=S)(=S)[O-]